C(C)(=O)O[C@@]1(CC[C@H]2[C@@H]3CCC4=CC(CCC4=C3[C@H](C[C@]12C)C1=CC=C(C=C1)N(C)CCCCCCO)=O)C(C)=O (8S,11R,13S,14S,17R)-17-acetyl-11-(4-((6-hydroxyhexyl) (methyl)amino) phenyl)-13-methyl-3-oxo-2,3,6,7,8,11,12,13,14,15,16,17-dodecahydro-1H-cyclopenta[a]phenanthren-17-yl acetate